methyl 5-((3-(tert-butyl)-2,4-dioxo-3,4-dihydropyrido[2,3-d]pyrimidin-1(2H)-yl) methyl)-2-fluorobenzoate C(C)(C)(C)N1C(N(C2=C(C1=O)C=CC=N2)CC=2C=CC(=C(C(=O)OC)C2)F)=O